Cl.FC(O[C@H]1[C@@H]2CC[C@H](C1)N2)(F)F |&1:4| (+-)-(1S,4R)-2-(trifluoromethoxy)-7-azabicyclo[2.2.1]heptane hydrochloride